F[C@H]1CN(CC[C@H]1NC1=C2C=C(N(C2=CC=C1)CC(F)(F)F)C1=NOC(=N1)CNC(=O)C=1C=NN(C1)C1CCOCC1)C N-{[3-(4-{[(3S,4R)-3-fluoro-1-methylpiperidin-4-yl]amino}-1-(2,2,2-trifluoroethyl)-1H-indol-2-yl)-1,2,4-oxadiazol-5-yl]methyl}-1-(oxan-4-yl)-1H-pyrazole-4-carboxamide